NCCCOC(C(=C)C)=O.CSC1=C(N)C=CC=C1 2-(methylthio)aniline 3-aminopropyl-2-methylacrylate